(5-((2-(6-morpholinopyridin-3-yl)-2-oxoethyl)thio)-1H-tetrazol-1-yl)benzoic acid O1CCN(CC1)C1=CC=C(C=N1)C(CSC1=NN=NN1C1=C(C(=O)O)C=CC=C1)=O